NC1=C(C=C(C=C1)C1=CC=C(C=C1)F)NC(C1=CC=C(C=C1)S(=O)(=O)C1=NC=CN=C1)=O N-[2-amino-5-(4-fluorophenyl)phenyl]-4-(pyrazin-2-ylsulfonyl)benzamide